4-hydroxy-2-hydroxyphenyl-2-methyl-4-hydroxyphenylmethane OC1=CC(=C(C=C1)CC1=C(C=C(C=C1)O)C)O